6-(4-((2R,3R)-4-acryloyl-3-(hydroxymethyl)morpholin-2-yl)-6-chloropyridin-2-yl)-N-methylpyrimidine-4-carboxamide C(C=C)(=O)N1[C@@H]([C@H](OCC1)C1=CC(=NC(=C1)Cl)C1=CC(=NC=N1)C(=O)NC)CO